C1(=CC=CC=C1)S(=O)(=O)OCCCCCCCCCCCCCCCCCCC nonadecyl benzenesulfonate